CC(C)CCCCCCC(=O)N[C@@H]1[C@H]([C@@H]([C@H](O[C@H]1OC2=C3C=C4C=C2OC5=C(C=C(C=C5)[C@H]([C@H]6C(=O)N[C@@H](C7=C(C(=CC(=C7)O)O[C@@H]8[C@H]([C@H]([C@@H]([C@H](O8)CO)O)O)O)C9=C(C=CC(=C9)[C@H](C(=O)N6)NC(=O)[C@@H]4NC(=O)[C@@H]1C2=CC(=CC(=C2)OC2=C(C=CC(=C2)[C@H](C(=O)N[C@H](CC2=CC(=C(O3)C=C2)Cl)C(=O)N1)N)O)O)O)C(=O)O)O[C@H]1[C@@H]([C@H]([C@@H]([C@H](O1)CO)O)O)NC(=O)C)Cl)CO)O)O The molecule is a teicoplanin A2 that has 8-methylnonanoyl as the variable N-acyl group. It has a role as a bacterial metabolite.